C(C)(=O)N[C@@H]1C[C@@H](N(C1)C(=O)C=1N=C2N(C=C(C=C2)Cl)C1)C=1SC=C(N1)C(=O)N[C@H](C(=O)NC)CCCCNC(=N)N 2-((2R,4R)-4-acetamido-1-(6-chloroimidazo[1,2-a]pyridine-2-carbonyl)pyrrolidin-2-yl)-N-((S)-6-guanidino-1-(methylamino)-1-oxohexan-2-yl)thiazole-4-carboxamide